C1(CC1)C=1C(=NN(C1C)CC)NC(CC(C)(C)O)=O N-(4-cyclopropyl-1-ethyl-5-methyl-1H-pyrazol-3-yl)-3-hydroxy-3-methylbutanamide